CN1N=C2C=C(C=CC2=C1C)N 2,3-dimethyl-6-amino-2H-indazole